6,6-Bis[(benzyloxy)methyl]spiro(3.3)heptan-2-one C(C1=CC=CC=C1)OCC1(CC2(CC(C2)=O)C1)COCC1=CC=CC=C1